5'-bromo-[1,1':3',1''-terphenyl]-4,4''-dicarboxylic acid diethyl ester C(C)OC(=O)C1=CC=C(C=C1)C1=CC(=CC(=C1)Br)C1=CC=C(C=C1)C(=O)OCC